C(C(=O)OC1=C(C(=C(C=C1Cl)Cl)Cl)C(=O)OCC1CCCCC1)(=O)OC1=C(C(=C(C=C1Cl)Cl)Cl)C(=O)OCC1CCCCC1 bis{3,4,6-trichloro-2-[(cyclohexylmethoxy) carbonyl]phenyl} oxalate